5-(2-chloro-3-fluorophenyl)-3-((2-(pyridin-4-yl)ethyl)amino)-4H-benzo[e][1,2,4]thiadiazine 1,1-dioxide ClC1=C(C=CC=C1F)C1=CC=CC2=C1NC(=NS2(=O)=O)NCCC2=CC=NC=C2